BrC=1SC(=C(N1)C1=C(C=CC=C1C(F)(F)F)C)C1=CC(=CC=C1)OCCC(C)(C)C 2-bromo-5-(3-(3,3-dimethylbutoxy)phenyl)-4-(2-methyl-6-(trifluoromethyl)phenyl)thiazole